FC1=CC=C(C=C1)C(CCNC)O 1-(4-fluorophenyl)-3-methylamino-1-propanol